(Z)-2-chloro-1,1,1,4,4,4-hexafluoro-2-butene Cl\C(\C(F)(F)F)=C/C(F)(F)F